C(C)C=1C(NC=2C=C(C=NC2C1)CN1CCC(CC1)N(C(OC(C)(C)C)=O)C)=O tert-butyl (1-((7-ethyl-6-oxo-5,6-dihydro-1,5-naphthyridin-3-yl)methyl)-piperidin-4-yl)(methyl)carbamate